1-[3-fluoro-4-[4-[[5-(4-hydroxy-1-piperidyl)-2-pyridyl]amino]-5-oxo-6H-1,6-naphthyridin-2-yl]benzoyl]piperidine-4-carbonitrile FC=1C=C(C(=O)N2CCC(CC2)C#N)C=CC1C1=NC=2C=CNC(C2C(=C1)NC1=NC=C(C=C1)N1CCC(CC1)O)=O